Ethyl 5-(1-ethyl-1H-pyrazol-5-yl)-1,3-oxazole-4-carboxylate C(C)N1N=CC=C1C1=C(N=CO1)C(=O)OCC